N1C=NC(=C1)CCC(C(=O)N)(C(=O)N)CCC=1N=CNC1 bis-[2-(1H-imidazol-4-yl)ethyl]propanediamide